(3Z)-1-bromo-14,14-dihexyloxy-3-tetradecene BrCC\C=C/CCCCCCCCCC(OCCCCCC)OCCCCCC